7-(7-bromo-1H-indazol-1-yl)-6-fluoro-1-(2-fluoro-4-hydroxyphenyl)-4-oxo-1,4-dihydro-quinoline-3-carboxylic acid BrC=1C=CC=C2C=NN(C12)C1=C(C=C2C(C(=CN(C2=C1)C1=C(C=C(C=C1)O)F)C(=O)O)=O)F